C(C)(=O)O[C@@H](C(=O)Br)[C@@H](OC(C)=O)[C@@H](OC(C)=O)[C@H](OC(C)=O)COC(C)=O bromogalactose pentaacetate